1-(3-(difluoromethyl)-1-(piperidin-4-yl)-1H-pyrazol-4-yl)-1,2,3-triazole FC(C1=NN(C=C1N1N=NC=C1)C1CCNCC1)F